1-(4-{1-[2-(morpholin-4-yl)ethyl]-1H-pyrazol-4-yl}phenyl)methanamine N1(CCOCC1)CCN1N=CC(=C1)C1=CC=C(C=C1)CN